FC1=C(C(=C(C(=C1O)F)F)C(C)(C)C1=CC=C(C=C1)O)F tetrafluorobisphenol a